Cl.Cl.O=C(NCCCCNC(=O)N)NCCOCCOCC 8-oxo-12,15-dioxa-2,7,9-triazaheptadecanoamide dihydrochloride